BrCC(=O)N[C@H](C)C1=CC=CC=C1 2-bromo-N-[(1R)-1-phenylethyl]acetamide